COC1=CC=C(C(=O)NCCNC(=O)C2=CC3=C(N(C(NC3=O)=O)CCC)N=C2)C=C1 1,2,3,4-tetrahydro-N-[2-[(4-methoxybenzoyl)amino]ethyl]-2,4-dioxo-1-propyl-pyrido[2,3-d]pyrimidine-6-carboxamide